FC(C(=O)O)(F)F.CN1C(N(C2=C1C=C(C=C2)C2=CC=C(C=C2)N2CCN(CC2)CC2CCNCC2)C2C(NC(CC2)=O)=O)=O 3-(3-Methyl-2-oxo-5-{4-[4-(piperidin-4-ylmethyl)piperazin-1-yl]phenyl}-1,3-benzodiazol-1-yl)piperidine-2,6-dione trifluoroacetate